NCCCCCCCC(=O)N(C[C@@H]([C@H]([C@@H]([C@@H](CO)O)O)O)O)CCO 8-amino-N-(2-hydroxyethyl)-N-((2s,3r,4r,5r)-2,3,4,5,6-pentahydroxyhexyl)octanamide